FC(C=1C=CC(=C(C1)N1N=C(C=2C=NC(=CC21)NC2=NC=CN=C2OC)NCCN(C)C)OC)F 1-(5-(difluoromethyl)-2-methoxyphenyl)-N3-(2-(dimethylamino)ethyl)-N6-(3-methoxypyrazin-2-yl)-1H-pyrazolo[4,3-c]pyridine-3,6-diamine